L-cysteine sodium salt [Na+].N[C@@H](CS)C(=O)[O-]